C(C)(=O)O[C@@H]1C[C@@]2([C@@H](C[C@H]3[C@@H]4CC[C@H]([C@@H](CC[C@H](C(C)C)C)C)[C@]4(CC[C@@H]3[C@]2(CC1)C)C)NCCC1=CNC2=CC=CC=C12)O 3β-acetoxy-5α-hydroxy-6β-[2-(1H-indol-3-yl)ethylamino]campestane